[1-(2-bromoethyl)-3-[5-chloro-2-(difluoromethoxy)phenyl]-1H-pyrazol-4-yl]Pyrazolo[1,5-a]Pyrimidine-3-carboxamide BrCCN1N=C(C(=C1)C1=NN2C(N=CC=C2)=C1C(=O)N)C1=C(C=CC(=C1)Cl)OC(F)F